FC1=CC=C(C=C1)CC(CC(=O)OCC)=O ethyl 4-(4-fluorophenyl)-3-oxobutyrate